chloropyridinediamine ClC1=C(C(=NC=C1)N)N